N[C@@H]1COCC[C@H]1C1=C(C2=NC(=CC(=C2N1C)NCC=1SC=CC1)Cl)Br 2-((3S,4R)-3-aminotetrahydro-2H-pyran-4-yl)-3-bromo-5-chloro-1-methyl-N-(thiophen-2-ylmethyl)-1H-pyrrolo[3,2-b]pyridin-7-amine